CCCCCCCCCCCCCCCCCC(=O)N[C@@H](CO[C@H]1C(C([C@@H]([C@H](O1)CO)O[C@H]2C(C([C@H]([C@H](O2)CO)O)O)O)O)O)[C@@H](CCCCCCCCCCCCC)O N-(octadecanoyl)-1-beta-lactosyl-hexadecasphinganine